N[C@@H](CC1=CNC2=CC=CC=C12)C(=O)O[C@H]1[C@@H](O[C@@H]([C@H]1OC([C@@H](N)CC1=CNC2=CC=CC=C12)=O)COC([C@@H](N)CC1=CNC2=CC=CC=C12)=O)N1C(=O)NC(=O)C(=C1)F 5-fluorouridine-2',3',5'-tritryptophanate